NC=1C(=C(C=C(C1)C1=CC=C(C=C1)CN1CCOCC1)C(=O)OC)C Methyl 5-amino-4-methyl-4'-(morpholinomethyl)-(1,1'-biphenyl)-3-carboxylate